(R)-2-(5-fluoro-3-methyl-2-((1r,4R)-4-(trifluoromethoxy)cyclohexyl)phenyl)-2-(methyl((R)-4-(1-methylpiperidin-4-yl)-3-(3-(trifluoromethyl)phenyl)butyl)amino)acetic acid FC=1C=C(C(=C(C1)[C@H](C(=O)O)N(CC[C@@H](CC1CCN(CC1)C)C1=CC(=CC=C1)C(F)(F)F)C)C1CCC(CC1)OC(F)(F)F)C